(S)-3-(6-(4-(3H-imidazo[4,5-b]pyridin-7-yl)-1H-pyrazol-1-yl)pyridin-3-yl)-4,4,4-trifluoro-N-isopropylbutan-1-amine N1=CNC2=NC=CC(=C21)C=2C=NN(C2)C2=CC=C(C=N2)[C@H](CCNC(C)C)C(F)(F)F